3-((3-(1-methyl-1H-pyrazol-3-yl)-[1,1'-biphenyl]-4-yl)amino)propanoic acid CN1N=C(C=C1)C=1C=C(C=CC1NCCC(=O)O)C1=CC=CC=C1